1-((6-chloropyridin-2-yl)methyl)-6-(4-methoxypyrrolo[2,1-f][1,2,4]triazin-5-yl)-2-methyl-1H-imidazo[4,5-b]pyridine ClC1=CC=CC(=N1)CN1C(=NC2=NC=C(C=C21)C=2C=CN1N=CN=C(C12)OC)C